sodium para-benzenesulfinate tert-butyl-4-(5-(1,3-dioxolan-2-yl)-2-fluorophenyl)piperazin-1-carboxylate C(C)(C)(C)OC(=O)N1CCN(CC1)C1=C(C=CC(=C1)C1OCCO1)F.C1=CC=C(C=C1)S(=O)[O-].[Na+]